CC=1OC2=C(C1C(=O)NC1C(NCC1)=O)C=C(C=C2)OCC2=NC=CC=C2 2-methyl-N-(2-oxopyrrolidin-3-yl)-5-(pyridin-2-ylmethoxy)benzofuran-3-carboxamide